1-(3-(6-chloro-3-(1-methyl-1H-pyrazol-4-yl)isoquinolin-8-yl)-1-(tetrahydro-2H-pyran-4-yl)-6,7-dihydro-1H-pyrazolo[4,3-c]pyridin-5(4H)-yl)ethanone ClC=1C=C2C=C(N=CC2=C(C1)C1=NN(C2=C1CN(CC2)C(C)=O)C2CCOCC2)C=2C=NN(C2)C